di(3,5-dimethyl-phenyl)phosphoric acid CC=1C=C(C=C(C1)C)OP(OC1=CC(=CC(=C1)C)C)(O)=O